O=C1C=2C=C(C=CC2C2=C1N=C(N=C2)C(F)(F)F)NC(C=CC=2C=NC=CC2)=O N-(9-oxo-2-(trifluoromethyl)-9H-indeno[2,1-d]pyrimidin-7-yl)-3-(3-pyridinyl)acrylamide